(3S)-3-({5-[2-(1,1-difluoroethyl)-1-methyl-1H-imidazol-4-yl]-6-methylpyridin-2-yl}amino)pyrrolidine-1-carboxylic acid tert-butyl ester C(C)(C)(C)OC(=O)N1C[C@H](CC1)NC1=NC(=C(C=C1)C=1N=C(N(C1)C)C(C)(F)F)C